C(C=CC)(=O)OCCCC butyl butenate